OC1=C(C(N(C(=C1)C)C)=O)NC(N[C@@H](CC(=O)O)C1=CC(=CC=C1)CC1=C(C=CC=C1)C)=O (S)-3-(3-(4-hydroxy-1,6-dimethyl-2-oxo-1,2-dihydropyridin-3-yl)ureido)-3-(3-(2-methyl-benzyl)phenyl)propanoic acid